C(CCCCCCCCC)C(CCCO)(CCCCCCCCCC)O 4-decyl-tetradecane-1,4-diol